NN1C(N(C2=CC=C(C=C2C1=O)S(=O)(=O)NC1(CC1)CF)CC1CC1)=O 3-amino-1-(cyclopropylmethyl)-N-(1-(fluoromethyl)cyclopropyl)-2,4-dioxo-1,2,3,4-tetrahydroquinazoline-6-sulfonamide